FC1=CC=C2C(=CNC(C2=C1F)=O)[C@@H](C)N(C(=O)N)C (R)-1-(1-(7,8-difluoro-1-oxo-1,2-dihydroisoquinolin-4-yl)ethyl)-1-methylurea